2-hydroxypropyl-methylammonium methylsulphate COS(=O)(=O)[O-].OC(C[NH2+]C)C